(3S,5S)-8-(2-amino-6-((R)-1-(4-chloro-2-(5,6-dihydro-2H-pyran-3-yl)phenyl)-2,2,2-trifluoroethoxy)pyrimidine-4-yl)-2-azaspiro[4.5]dec-7-ene-3-carboxylic acid hydrochloride Cl.NC1=NC(=CC(=N1)C1=CC[C@]2(C[C@H](NC2)C(=O)O)CC1)O[C@@H](C(F)(F)F)C1=C(C=C(C=C1)Cl)C=1COCCC1